2-methylcyclopentanone CC1C(CCC1)=O